(2R)-N-((S or R)-(3-chloro-4-(trifluoro-methoxy)phenyl)(5-chloro-6-(trifluoro-methyl)pyridin-3-yl)methyl)-2-methyl-3-oxopiperazine-1-carboxamide ClC=1C=C(C=CC1OC(F)(F)F)[C@H](NC(=O)N1[C@@H](C(NCC1)=O)C)C=1C=NC(=C(C1)Cl)C(F)(F)F |o1:12|